N1C=C(C2=CC=CC=C12)CC(C)NCC(C)(C)F N-(1-(1H-indol-3-yl)propan-2-yl)-2-fluoro-2-methylpropan-1-amine